2,7-dihydroxyanthraquinone OC1=CC=2C(C3=CC(=CC=C3C(C2C=C1)=O)O)=O